2-(4-(benzyloxy)phenyl)-N-(piperidin-4-ylmethyl)cyclopropanamine C(C1=CC=CC=C1)OC1=CC=C(C=C1)C1C(C1)NCC1CCNCC1